1H-benzimidazol-5-yl-(6-methylpyridazin-3-yl)amine N1C=NC2=C1C=CC(=C2)NC=2N=NC(=CC2)C